6-(4-((3,4-difluorophenyl)sulfonamido)phenyl)-9H-purin FC=1C=C(C=CC1F)S(=O)(=O)NC1=CC=C(C=C1)C1=C2N=CNC2=NC=N1